ClC=1N=C(N2C1C(=CC(=C2)S(=O)(=O)NC2(COC2)C)N2C[C@@H](N[C@H](C2)C)COC)C=2SC(=NN2)C(F)F 1-chloro-3-(5-(difluoromethyl)-1,3,4-thiadiazol-2-yl)-8-((3r,5s)-3-(methoxymethyl)-5-methylpiperazin-1-yl)-N-(3-methyloxetan-3-yl)imidazo[1,5-a]pyridine-6-sulphonamide